ClC=1C=C(C=NC1OC1=CC=CC=C1)NC=1C2=C(N=CN1)C=CC(=N2)N2CC1(CCN1C(C=C)=O)C2 1-[6-[4-[(5-chloro-6-phenoxy-3-pyridyl)amino]pyrido[3,2-d]pyrimidin-6-yl]-1,6-diazaspiro[3.3]heptan-1-yl]prop-2-en-1-one